CC1=NOC(=C1C=1C=C(C=CC1O)NC(=O)C1CC1)C N-[3-(3,5-dimethylisoxazol-4-yl)-4-hydroxy-phenyl]cyclopropanecarboxamide